FC1=C(C=CC(=C1)F)C1=CC(=CC=2C=C(OC21)CNC(OC(C)(C)C)=O)C=2C=CC1=C(C=CO1)C2 tert-butyl (7-(2,4-difluorophenyl)-5,5'-bibenzofuran-2-yl)methylcarbamate